C(CC)ONC1=NC(=NC(=N1)N)N propoxymelamine